hexane-1,2,3-triol C(C(C(CCC)O)O)O